bis[phenyl-(3-methylphenyl)amino]-spiro[isobenzofuran-1(3H),9'-[9H]xanthen]-3-one C1(=CC=CC=C1)N(C1=CC(=CC=C1)C)C1=C(C=2C3(C4=CC=CC=C4OC2C=C1)OC(C1=CC=CC=C13)=O)N(C1=CC=CC=C1)C1=CC(=CC=C1)C